(11-((2-bromo-2-methylpropanoyl)oxy)undecyl)phosphonic acid BrC(C(=O)OCCCCCCCCCCCP(O)(O)=O)(C)C